C(C)(C)(C)OC(=O)NCC1=CC=C2C=CN=C(C2=C1)NC(OC(C)(C)C)=O tert-butyl (7-(((tert-butoxycarbonyl)amino)methyl)isoquinolin-1-yl)carbamate